tert-butyl 4-(5-{[4-({[(tert-butoxy)carbonyl]amino}methyl)phenyl] carbamoyl}thiophen-2-yl)-1,2,3,6-tetrahydropyridine-1-carboxylate C(C)(C)(C)OC(=O)NCC1=CC=C(C=C1)NC(=O)C1=CC=C(S1)C=1CCN(CC1)C(=O)OC(C)(C)C